NCCCNC=1NC=NN1 5-(3-aminopropylamino)-4H-1,2,4-triazole